CC1(C(C(C1O)(CC)CC)O)C 2,2-dimethyl-4,4-diethyl-cyclobutane-1,3-diol